2-(2-isopropoxyphenyl)pyridine C(C)(C)OC1=C(C=CC=C1)C1=NC=CC=C1